C(C=C)C1=CC(=C(C(=C1)C=1C(=CC=C(C1)CC=C)O)O)NCC1=CC=C(C=C1)F 5,5'-diallyl-3-((4-fluorobenzyl)amino)-[1,1'-biphenyl]-2,2'-diol